(4-bromo-2-methoxyphenyl)pyrido[2,3-d]pyridazin-8-ol BrC1=CC(=C(C=C1)C=1C=CC=2C(=C(N=NC2)O)N1)OC